[OH-].C[N+](C12CC3CC(CC(C1)C3)C2)(C)C N,N,N-trimethyladamantan-1-aminium hydroxide